3-bromo-2-methyl-4-(4-(pentafluorosulfanyl)benzyl)-4H-Thiophene BrC1=C(SCC1CC1=CC=C(C=C1)S(F)(F)(F)(F)F)C